2,4-bis(trichloromethyl)-6-[2-(3,5-dipropoxyphenyl)vinyl]-s-triazine ClC(C1=NC(=NC(=N1)C(Cl)(Cl)Cl)C=CC1=CC(=CC(=C1)OCCC)OCCC)(Cl)Cl